OC(CN(CCN(CCN1CCN(CC1)CCN(CCCCCCCCCCCC)CCCCCCCCCCCC)CC(CCCCCCCCCC)O)CC(CCCCCCCCCC)O)CCCCCCCCCC 1,1'-(2-(4-(2-((2-(bis(2-hydroxydodecyl)amino)ethyl)(2-hydroxydodecyl)amino)ethyl)piperazin-1-yl)ethylazanediyl)didodecan